FC(C1CN(C1)C=1N=CC(=C2C=C(N=CC12)NC1=NC(=NC=C1)N1C[C@]([C@@H](CC1)O)(C)F)C(C)C)(S(=O)(=O)C)F (3S,4R)-1-[4-({8-[3-(difluoro-methanesulfonyl-methyl)azetidin-1-yl]-5-(propan-2-yl)-2,7-naphthyridin-3-yl}amino)pyrimidin-2-yl]-3-fluoro-3-methyl-piperidin-4-ol